C12C(CC(CC1CN)C2)CN 2,6-norcamphanebis(methylamine)